N[C@@H](C(=O)O)CC (R)-2-aminobutyric acid